5,6,7,8-tetra-hydroquinoline N1=CC=CC=2CCCCC12